7-[(3S,5S)-3,5-dimethylpiperazin-1-yl]-N-(8-fluoro-2-methyl-imidazo[1,2-a]pyridin-6-yl)-1H-benzotriazole-4-carboxamide C[C@H]1CN(C[C@@H](N1)C)C1=CC=C(C2=C1NN=N2)C(=O)NC=2C=C(C=1N(C2)C=C(N1)C)F